1-(1-(p-ethylphenyl)vinyl)-1H-benzo[d][1,2,3]triazole C(C)C1=CC=C(C=C1)C(=C)N1N=NC2=C1C=CC=C2